4-bromo-2-cyclopropoxy-3-fluorobenzoic acid BrC1=C(C(=C(C(=O)O)C=C1)OC1CC1)F